N=1NCC=CC1 2,3-dihydropyridazine